C1(=CC=CC=C1)C1=CC(=NC=C1)C=C1C(NC(S1)=O)=O 5-((4-Phenylpyridin-2-yl)methylene)thiazolidine-2,4-dione